N-[2-(5-Hydroxy-1-Pentyl-1H-indol-3-yl)ethyl]acetamide OC=1C=C2C(=CN(C2=CC1)CCCCC)CCNC(C)=O